hexen-1-yl-cyclopentanone C(=CCCCC)C1C(CCC1)=O